FC1=C(C=CC=C1C(F)(F)F)[C@@H](C)NC=1C2=C(N=C(N1)C)C1(CN(CC1)C)CN(C2)C2=CC=NC=C2 N-((R)-1-(2-fluoro-3-(trifluoromethyl)phenyl)ethyl)-1',2-dimethyl-6-(pyridin-4-yl)-6,7-dihydro-5H-spiro[pyrido[4,3-d]pyrimidine-8,3'-pyrrolidin]-4-amine